Ethyl-3-bromo-1H-pyrazole C(C)N1N=C(C=C1)Br